C(OC1=CC=C(C=C1)C1CNCCO1)([2H])([2H])[2H] 2-(4-(methoxy-d3)phenyl)morpholine